C1(CCCCC1)C1CCN(CC1)C(CN1N=C(C2=C1CCC2)C(=O)N2C[C@H](O[C@H](C2)C)C)=O 1-(4-Cyclohexylpiperidin-1-yl)-2-{3-[(2R,6S)-2,6-dimethylmorpholin-4-carbonyl]-5,6-dihydrocyclopenta[c]pyrazol-1(4H)-yl}ethan-1-on